(2R,4R)-2-Methyl-1-(5-(1-methyl-1H-1,2,4-triazol-5-yl)-3-(1H-pyrazole-5-yl)-1-(2,2,2-trifluoroethyl)-1H-pyrazolo[4,3-b]pyridin-7-yl)piperidin-4-ol C[C@H]1N(CC[C@H](C1)O)C1=C2C(=NC(=C1)C1=NC=NN1C)C(=NN2CC(F)(F)F)C2=CC=NN2